2-(4-((7,9-difluoro-5H-pyrido[3,2-b]indol-5-yl)methyl)phenyl)-N-hydroxyacetamide FC=1C=C(C=2C3=C(N(C2C1)CC1=CC=C(C=C1)CC(=O)NO)C=CC=N3)F